FC1=C(C(=CC=C1CCC)F)[Ti] [2,6-difluoro-3-(propan-1-yl)phenyl]titanium